[NH4+].NCCCCCCCCCCCC(=O)[O-] 12-aminolauric acid ammonium salt